4,5-dimethyl-2-(2-methylpropyl)-1,3-thiazole CC=1N=C(SC1C)CC(C)C